3,6-difluoro-phthalic anhydride FC1=C2C(C(=O)OC2=O)=C(C=C1)F